tert-butyl (2S,3R)-2-methyl-3-(pyridin-3-yl)azetidine-1-carboxylate C[C@@H]1N(C[C@H]1C=1C=NC=CC1)C(=O)OC(C)(C)C